FC1=CC=C(C=C1)C=1C(C(=NN(C1)C(C)C)C(=O)NC1=CC=C(C=N1)OC=1C=C2C=NN(C2=CC1C=1C=NN(C1)C(=O)[O-])C)=O 4-(5-((6-(5-(4-fluorophenyl)-1-isopropyl-4-oxo-1,4-dihydropyridazin-3-carboxamido)pyridin-3-yl)oxy)-1-methyl-1H-indazol-6-yl)-1H-pyrazole-1-carboxylate